N1C=CC=2CCCCC12 4,5,6,7-tetrahydro-1H-indol